C1(CC1)C=1C=C(C(=NC1)N1CCNCC1)C 1-(5-cyclopropyl-3-methylpyridin-2-yl)piperazine